N-(3-fluoro-4-(5-methoxy-1H-benzo[d][1,2,3]triazol-1-yl)benzyl)ethanesulfonamide FC=1C=C(CNS(=O)(=O)CC)C=CC1N1N=NC2=C1C=CC(=C2)OC